BrC1=CC=C(C=C1)C=1N=NC(=CC1)CN1CC(C1)S(=O)(=O)C 3-(4-bromophenyl)-6-[(3-methylsulfonylazetidin-1-yl)methyl]pyridazine